C1(=CC=CC=C1)[C@H](CCC=C)S(=O)(=O)N (S)-1-PHENYLPENT-4-ENE-1-SULFONAMIDE